(S)-2-(1-methylpyrrolidin-2-yl)ethanol CN1[C@@H](CCC1)CCO